4,6-dichloro-1-methyl-3-propyl-1H-pyrazolo[3,4-d]pyrimidine ClC1=C2C(=NC(=N1)Cl)N(N=C2CCC)C